C1(CC1)C=1N=NN(C1)C(C(=O)N1C(CC(C1)O)C(=O)NC)C1CCN(CC1)C 1-(2-(4-cyclopropyl-1H-1,2,3-triazol-1-yl)-2-(1-methylpiperidin-4-yl)acetyl)-4-hydroxy-N-methylpyrrolidine-2-carboxamide